(E)-N-(4-cinnamamidobutyl)-2-methylbut-2-enamide C(C=CC1=CC=CC=C1)(=O)NCCCCNC(\C(=C\C)\C)=O